bi(1,2,4-triazine) N1=NC(=NC=C1)C=1N=NC=CN1